2,2-dideuterio-6-(2-chlorophenyl)-6-((Trideuteromethyl)amino)cyclohexanone hydrochloride Cl.[2H]C1(C(C(CCC1)(NC([2H])([2H])[2H])C1=C(C=CC=C1)Cl)=O)[2H]